2-[5-(4-Fluoroindole-1-sulfonyl)-2-fluoro-4-methoxyphenyl]isoindole-1,3-dione FC1=C2C=CN(C2=CC=C1)S(=O)(=O)C=1C(=CC(=C(C1)N1C(C2=CC=CC=C2C1=O)=O)F)OC